Cl.C(C1=CC=CC=C1)(=O)O[C@H]1C[C@@H]2CC[C@H]([C@H]1C(=O)OC)N2C methyl (1S,3S,4R,5R)-3-benzoyloxy-8-methyl-8-azabicyclo[3.2.1]octane-4-carboxylate hydrochloride